(2R,3S,5R)-N-(2-acrylamidopyridin-4-yl)-3-(3,4-difluoro-2-methoxyphenyl)-5-methyl-5-(trifluoromethyl)tetrahydrothiophene-2-carboxamide C(C=C)(=O)NC1=NC=CC(=C1)NC(=O)[C@@H]1S[C@](C[C@H]1C1=C(C(=C(C=C1)F)F)OC)(C(F)(F)F)C